N-(1-(6-((3-methoxy-1-methyl-1H-pyrazol-4-yl)amino)-9-methyl-9H-purin-2-yl)piperidin-3-yl)-N-methyl-1H-1,2,4-triazole-1-carboxamide COC1=NN(C=C1NC1=C2N=CN(C2=NC(=N1)N1CC(CCC1)N(C(=O)N1N=CN=C1)C)C)C